(1S,4s)-4-((6-fluoro-5-(1-((R)-2-fluoropropyl)-1H-benzo[d][1,2,3]triazol-6-yl)-4-methoxypyrrolo[2,1-f][1,2,4]triazin-2-yl)amino)-1-methylcyclohexan-1-ol FC=1C(=C2C(=NC(=NN2C1)NC1CCC(CC1)(O)C)OC)C=1C=CC2=C(N(N=N2)C[C@@H](C)F)C1